octadecyl [3-(3,5-di-tert-butyl-4-hydroxyphenyl) propionate] C(C)(C)(C)C=1C=C(C=C(C1O)C(C)(C)C)CCC(=O)OCCCCCCCCCCCCCCCCCC